CC1=C(OC2=C(C=C(C=C2C1=O)C)[C@@H](C)NC1=C(C(=O)O)C=CC=C1)C1=CC2=C(N=C(O2)C)C=C1 2-[[(1R)-1-[3,6-Dimethyl-2-(2-methyl-1,3-benzoxazol-6-yl)-4-oxo-chromen-8-yl]ethyl]amino]benzoic acid